N1C=CC2=C(C=CC=C12)C=1C=2N(C(=NC1C)N1CCC3(CCC[C@H]3N)CC1)C=CN2 (R)-8-(8-(1H-indol-4-yl)-7-methylimidazo[1,2-c]pyrimidin-5-yl)-8-azaspiro[4.5]decan-1-amine